ethyl 2-(2-((5-(3-(aminomethyl)phenyl)-2-propylbenzofuran-3-yl)methoxy)phenyl)acetate NCC=1C=C(C=CC1)C=1C=CC2=C(C(=C(O2)CCC)COC2=C(C=CC=C2)CC(=O)OCC)C1